tert-butyl 2-(hydroxymethyl)-2,5-dihydro-1H-pyrrole-1-carboxylate OCC1N(CC=C1)C(=O)OC(C)(C)C